(R)-1-(4-(4-amino-8-fluoro-6,7-dimethoxyquinazolin-2-yl)piperidin-1-yl)-3-(ethylamino)-3-(4-fluorophenyl)propan-1-one NC1=NC(=NC2=C(C(=C(C=C12)OC)OC)F)C1CCN(CC1)C(C[C@H](C1=CC=C(C=C1)F)NCC)=O